2-(1-(4-(Phenylethylthio)phenyl)ethylidene)hydrazine-1-carboximidamide C1(=CC=CC=C1)CCSC1=CC=C(C=C1)C(C)=NNC(N)=N